tert-butyl (5-chloro-3-ethylpyrazolo[1,5-a]pyrimidin-7-yl)((6-cyclopropyl-8-(trifluoromethyl)imidazo[1,2-a]pyridin-2-yl)methyl)carbamate ClC1=NC=2N(C(=C1)N(C(OC(C)(C)C)=O)CC=1N=C3N(C=C(C=C3C(F)(F)F)C3CC3)C1)N=CC2CC